CC1(N(CCC1)CCNC(C1=CN=C(C(=C1)NC1=NN(C=2C=3N(N=CC21)C=C(C3)C3=CC=NC=C3)C)C)=O)C N-(2-(2,2-dimethylpyrrolidin-1-yl)ethyl)-6-methyl-5-((1-methyl-8-(pyridin-4-yl)-1H-pyrazolo[3,4-d]pyrrolo[1,2-b]pyridazin-3-yl)amino)nicotinamide